3-methyldimethoxysilyl-1-propyl diethylthiophosphinate C(C)P(OCCC[Si](OC)(OC)C)(=S)CC